Cl.FC1=CC=C(C=C1)C12CC(C1)(C2)C(C)(C)N 2-(3-(4-fluorophenyl)bicyclo[1.1.1]pentan-1-yl)propan-2-amine hydrochloride